1-cyclopropyl-3-(4-isobutylphenyl)propan-1-one C1(CC1)C(CCC1=CC=C(C=C1)CC(C)C)=O